BrC=1C(=CC2=C(C(=CC(O2)=O)C(F)(F)F)C1)OCC1=CC=C(C=C1)Br 6-bromo-7-((4-bromobenzyl)oxy)-4-trifluoromethyl-2H-1-benzopyran-2-one